Tert-butyl 2-(1-(6-(4-fluoro-1H-pyrazol-1-yl) pyridin-3-yl) ethyl)-1-oxo-2,8-diazaspiro[4.5]decane-8-carboxylate FC=1C=NN(C1)C1=CC=C(C=N1)C(C)N1C(C2(CC1)CCN(CC2)C(=O)OC(C)(C)C)=O